ClC(C)C1=CC=C2CCCOC2=C1 7-(1-chloroethyl)chromane